6-chloro-N-acetylindolone ClC1=CC=C2CC(N(C2=C1)C(C)=O)=O